C(C)(C)(C)O[SiH](C)C t-butoxydimethylsilane